FC=1C=CC(=C(C1)O)C=1N=NC(=CC1)N(C1CC(NC(C1)(C)C)(C)C)C 5-fluoro-2-(6-(methyl(2,2,6,6-tetramethylpiperidin-4-yl)amino)pyridazin-3-yl)phenol